3-(2-(4-(tert-butoxycarbonyl)piperazin-1-yl)ethoxy)propionic acid C(C)(C)(C)OC(=O)N1CCN(CC1)CCOCCC(=O)O